(4-methoxy)-phenyl ferrocenyl ketone [C-]1(C=CC=C1)C(=O)C1=CC=C(C=C1)OC.[CH-]1C=CC=C1.[Fe+2]